3,7-dimethylnonanal CC(CC=O)CCCC(CC)C